[Cl-].C(C)O[Si](OCC)(OCC)CCCC(CC[NH+](C)C)CCCCCCCCCCCCCCC 3-(triethoxysilylpropyl)dimethyl-octadecyl-ammonium chloride